(Z)-6-(4-fluorophenyl)-6-hydroxy-3-(4-methoxyphenyl)-8-(trimethylsilyl)oct-2-ene-4,7-diyne-1-al FC1=CC=C(C=C1)C(C#C\C(=C/C=O)\C1=CC=C(C=C1)OC)(C#C[Si](C)(C)C)O